4-(5-amino-1H-benzo[d]imidazol-2-yl)phenol NC1=CC2=C(NC(=N2)C2=CC=C(C=C2)O)C=C1